4-(4-Bromo-5-(((tetrahydro-2H-pyran-2-yl)oxy)methyl)-1H-pyrazol-1-yl)pyridazine BrC=1C=NN(C1COC1OCCCC1)C1=CN=NC=C1